[Ir].C1(=CC=CC=C1)N1CC=CC2=CC=CC=C12.C1(=CC=CC=C1)N1CC=CC2=CC=CC=C12.C1(=CC=CC=C1)N1CC=CC2=CC=CC=C12.[Ir] iridium tris(1-phenylquinoline) iridium